6-(methylsulfonyl)-8-nitro-2-((1-(1-phenyl-1H-1,2,3-triazol-4-yl)cyclopropyl)amino)-4H-benzo[e][1,3]thiazin-4-one CS(=O)(=O)C=1C=C(C2=C(C(N=C(S2)NC2(CC2)C=2N=NN(C2)C2=CC=CC=C2)=O)C1)[N+](=O)[O-]